C1(C=CC=C1)[Sc](C1C=CC=C1)C1C=CC=C1 tri(cyclopentadienyl)scandium